C(C1=CC=CC=C1)OP(=O)(OCC1=CC=CC=C1)OC1=C2C(=C3[C@@H](CN(C3=C1)C(CCCC(=O)OC)=O)CCl)C(=CS2)C methyl (S)-5-(4-((bis(benzyloxy)phosphoryl)oxy)-8-(chloromethyl)-1-methyl-7,8-dihydro-6H-thieno[3,2-e]indol-6-yl)-5-oxopentanoate